Cl[Pd-2](Cl)(Cl)(Cl)(Cl)Cl.[Na+].[Na+] sodium hexachloropalladium(IV)